CN1C(N(C2=C1C=C(C=C2)[C@H]2CNCC2)C2C(NC(CC2)=O)=O)=O 3-[3-methyl-2-oxo-5-[(3S)-pyrrolidin-3-yl]benzimidazol-1-yl]piperidine-2,6-dione